NC=1C=C(C=CC1O)C(CCCC)(CCCC)C1=CC(=C(C=C1)O)N 5,5-bis(3-amino-4-hydroxyphenyl)nonane